ClC=1C(=C(C=CC1)NC=1C2=C(N=CN1)C=NC(=C2)N2CC(CC2)NC(C=C)=O)F N-(1-(4-((3-chloro-2-fluorophenyl)amino)pyrido[3,4-d]pyrimidin-6-yl)pyrrolidin-3-yl)acrylamide